3-(4-((4-(pyrrolidin-1-yl)piperidin-1-yl)carbonyl)phenyl)-1H-1,2,4-triazole-3,5-diamine N1(CCCC1)C1CCN(CC1)C(=O)C1=CC=C(C=C1)C1(NNC(=N1)N)N